2-(1-benzylpiperidin-4-yl)-6-((4-(methylsulfonyl)phenoxy)methyl)imidazo[2,1-b][1,3,4]thiadiazole C(C1=CC=CC=C1)N1CCC(CC1)C1=NN2C(S1)=NC(=C2)COC2=CC=C(C=C2)S(=O)(=O)C